6-[4-(Cyclopropanesulfonyl)piperazine-1-yl]-N-[1-(1H-indol-3-yl)hexane-2-yl]-benzothiophene-2-carboxamide C1(CC1)S(=O)(=O)N1CCN(CC1)C1=CC2=C(C=C(S2)C(=O)NC(CC2=CNC3=CC=CC=C23)CCCC)C=C1